5-Cyano-N-[2-(4,4-dimethylcyclohexen-1-yl)-6-(3-oxa-9-azabicyclo[3.3.1]nonan-7-yl)-3-pyridyl]-1H-imidazole-2-carboxamide C(#N)C1=CN=C(N1)C(=O)NC=1C(=NC(=CC1)C1CC2COCC(C1)N2)C2=CCC(CC2)(C)C